((cyclopropylmethyl)amino)-1-(1-(4-fluorophenyl)-1H-indazol-5-yl)-3,3-dimethyl-5-phenylpyrrolidin-2-one C1(CC1)CNC1C(C(N(C1C1=CC=CC=C1)C=1C=C2C=NN(C2=CC1)C1=CC=C(C=C1)F)=O)(C)C